FC1=C(CNC(=O)C=2C=C(C=C3C=CNC23)C2=CN=CS2)C(=CC=C1)C(F)(F)F N-(2-fluoro-6-(trifluoromethyl)benzyl)-5-(thiazol-5-yl)-1H-indole-7-carboxamide